CSC1=CC=C2CCC3(C2=C1)CCC(CC3)C(=O)O 6'-(methylsulfanyl)-2',3'-dihydrospiro[cyclohexane-1,1'-indene]-4-carboxylic acid